C12(CC(C1)C2)NS(=O)(=O)C=2C(=C(N(C2)C)C(=O)Cl)C 4-(N-(bicyclo[1.1.1]pentane-1-yl)sulfamoyl)-1,3-dimethyl-1H-pyrrole-2-carbonyl chloride